(6-((2-amino-3-chloropyridin-4-yl)thio)-3-((1R,3R)-1-amino-3-cyclopropoxy-8-azaspiro[4.5]dec-8-yl)-5-methylpyrazin-2-yl)methanol NC1=NC=CC(=C1Cl)SC1=C(N=C(C(=N1)CO)N1CCC2(C[C@H](C[C@H]2N)OC2CC2)CC1)C